FC1=C(C(=CC(=C1)CNC1=NC(=CC(=C1)OC1=CC=CC=C1)C)O)N1CC(NS1(=O)=O)=O 5-(2-fluoro-6-hydroxy-4-(((6-methyl-4-phenoxypyridin-2-yl)amino)methyl)phenyl)-1,2,5-thiadiazolidin-3-one 1,1-dioxide